d-m-butyl-4-hydroxytoluene C(CCC)C=1C=C(C)C=CC1O